N-(2,6-dibromo-4-(heptafluoropropan-2-yl)phenyl)-2-fluoro-3-(methylamino)benzamide BrC1=C(C(=CC(=C1)C(C(F)(F)F)(C(F)(F)F)F)Br)NC(C1=C(C(=CC=C1)NC)F)=O